The molecule is a dicarboximide that consists of 1-oxoisoindoline bearing an amino substituent at position 4 and a 2,6-dioxopiperidin-3-yl group at position 2. Inhibits the secretion of TNF-alpha. It has a role as an angiogenesis inhibitor, an antineoplastic agent and an immunomodulator. It is a member of isoindoles, a dicarboximide, a member of piperidones and an aromatic amine. C1CC(=O)NC(=O)C1N2CC3=C(C2=O)C=CC=C3N